C(N)(=O)C=1C(=CC(=NC1)Cl)NC=1C(=C(C(=O)OC(C)(C)C)C=CC1)OC tert-butyl 3-((5-carbamoyl-2-chloropyridin-4-yl) amino)-2-methoxybenzoate